N-(2-methyl-6-morpholino-1-oxo-isoindolin-5-yl)pyrazolo[1,5-a]pyrimidine-3-carboxamide CN1C(C2=CC(=C(C=C2C1)NC(=O)C=1C=NN2C1N=CC=C2)N2CCOCC2)=O